5-(6-methoxypyridazin-4-yl)-2-[6-(3-{[(1r,3r)-3-fluorocyclobutyl]amino}pyrrolidin-1-yl)pyridazin-3-yl]phenol COC1=CC(=CN=N1)C=1C=CC(=C(C1)O)C=1N=NC(=CC1)N1CC(CC1)NC1CC(C1)F